BrC1=CC=C(C=C1)C=1C=NN(C1)C(C(=O)N1[C@@H](C[C@H](C1)O)C(=O)N[C@@H](C)C1=CC=C(C=C1)C1=C(N=CS1)C)C(C)C (2S,4R)-1-{2-[4-(4-bromophenyl)-1H-pyrazol-1-yl]-3-methylbutanoyl}-4-hydroxy-N-{(1S)-1-[4-(4-methyl-1,3-thiazol-5-yl)phenyl]ethyl}pyrrolidine-2-carboxamide